1,1,1,2,2,3,3-Heptafluoro-7,7-dimethyl-4,6-octanedione FC(C(C(C(CC(C(C)(C)C)=O)=O)(F)F)(F)F)(F)F